C1(=CC(=C2C=CC=3C(=CC(=C4C=CC1=C2C34)O)O)O)O pyrene-1,3,6,8-tetraol